Cl.ClC=1C=CC(=NC1)CN1C(=NC2=C1C(=CC(=C2)F)F)N2C[C@H](C(CC2)(F)F)N (R)-1-(1-((5-chloropyridin-2-yl)methyl)-5,7-difluoro-1H-benzo[d]imidazol-2-yl)-4,4-difluoropiperidin-3-amine hydrochloride